adipic acid, dihexyldecyl ester C(CCCCC(=O)[O-])(=O)OC(CCCCCCCCC)(CCCCCC)CCCCCC